6-[tert-butyl(diphenyl)silyl]oxyhexanoic acid [Si](C1=CC=CC=C1)(C1=CC=CC=C1)(C(C)(C)C)OCCCCCC(=O)O